N-((S)-1-(((S)-1,1-bis(4-methoxyphenyl)propan-2-yl)amino)-3-methyl-1-oxobutan-2-yl)-3-hydroxy-4-methoxypicolinamide COC1=CC=C(C=C1)C([C@H](C)NC([C@H](C(C)C)NC(C1=NC=CC(=C1O)OC)=O)=O)C1=CC=C(C=C1)OC